N-[(15aS,16R,17S)-7,17,20-trifluoro-1-oxo-2,3,15a,16,17,18-hexahydro-1H,15H-4,8-(azeno)-14,10-(metheno)pyrrolo[1,2-j][1,8,10]oxadiazacycloheptadecin-16-yl]ethanesulfonamide FC1=C2OC=3C=CC=C(C[C@@H]4N(C(NCC(C=C1)=N2)=O)C[C@@H]([C@@H]4NS(=O)(=O)CC)F)C3F